N-[4-(4-Fluoro-1,3-benzoxazol-2-yl)phenyl]-1,1-dioxothian-4-carboxamid FC1=CC=CC2=C1N=C(O2)C2=CC=C(C=C2)NC(=O)C2CCS(CC2)(=O)=O